6-bromo-3-(difluoromethyl)-8-fluorocinnoline BrC=1C=C2C=C(N=NC2=C(C1)F)C(F)F